C(CC)C(COC([C@@H](N)C)=O)CCC L-alanine 2-propylAmyl ester